(2R,3R)-2-(Fmoc-amino)-3-tert-butoxy-1-butanol C(=O)(OCC1C2=CC=CC=C2C2=CC=CC=C12)N[C@H](CO)[C@@H](C)OC(C)(C)C